4-para-stearamidobenzamidobutyric acid C(CCCCCCCCCCCCCCCCC)(=O)NC1=CC=C(C(=O)NCCCC(=O)O)C=C1